C[C@@H]1CN(C[C@@H](N1)C)C1=CN=C(C2=CC=CC=C12)NC(=O)C=1C=C(C=2N(N1)C=C(N2)C)C N-[4-[(3R,5S)-3,5-dimethylpiperazin-1-yl]-1-isoquinolyl]-2,8-dimethyl-imidazo[1,2-b]pyridazine-6-carboxamide